3-(1-oxo-5-(((1S,2S)-2-thiomorpholinocyclopentyl)oxy)isoindolin-2-yl)piperidine-2,6-dione O=C1N(CC2=CC(=CC=C12)O[C@@H]1[C@H](CCC1)N1CCSCC1)C1C(NC(CC1)=O)=O